(R)-N-(1-(3-(difluoromethyl)-2-fluorophenyl)ethyl)-7-methoxy-2-methyl-6-(1-methylpiperidin-4-yl)pyrido[2,3-d]pyrimidin-4-amine FC(C=1C(=C(C=CC1)[C@@H](C)NC=1C2=C(N=C(N1)C)N=C(C(=C2)C2CCN(CC2)C)OC)F)F